3-(3-((1s,3s)-3-Methyl-1-(4-methyl-4H-1,2,4-triazol-3-yl)cyclobutyl)phenyl)-6-((neopentylamino)methyl)-8-(trifluoromethyl)quinazolin-4(3H)-one CC1CC(C1)(C1=NN=CN1C)C=1C=C(C=CC1)N1C=NC2=C(C=C(C=C2C1=O)CNCC(C)(C)C)C(F)(F)F